NC1=CC=C(C=C1)C1=NN(C2=C1C(=NC=C2)NCC2=C(C=C(C=C2)OC)OC)C2CCN(CC2)C(C(C)C)=O {4-[3-(4-aminophenyl)-4-{[(2,4-dimethoxyphenyl)methyl]amino}-1H-pyrazolo[4,3-c]pyridin-1-yl]piperidin-1-yl}-2-methylpropan-1-one